(S)-N-tert-butyloxycarbonyl-prolinol C(C)(C)(C)OC(=O)N1[C@@H](CCC1)CO